C(C)OC(=O)C1=C(SC(=C1C)C)N 2-amino-4,5-dimethylthiophene-3-carboxylic acid ethyl ester